2-(difluoromethyl)-N-methyl-2H-indazole-6-carboxamide FC(N1N=C2C=C(C=CC2=C1)C(=O)NC)F